FC1C(=CC(CC1)C1=C(C=C(C=C1O)CCCCC)O)C 2-(4-Fluoro-3-methylcyclohex-2-en-1-yl)-5-pentylbenzene-1,3-diol